The molecule is a furan having a nitro group at position 5 and a carboxamido group in turn bearing a long-chain multifunctional N-alkyl group at position 2. It is a C-nitro compound, a member of furans, a polyether, a member of indoles and a monocarboxylic acid amide. C1=CC=C2C(=C1)C(=CN2)CCCC(=O)NCCOCCOCCOCCOCCOCCC(=O)NC(CCCCNC(=O)C3=CC=C(O3)[N+](=O)[O-])C(=O)N